1-(5-bromo-6-fluoro-1H-indazol-1-yl)-2-methylpropan-2-ol BrC=1C=C2C=NN(C2=CC1F)CC(C)(O)C